2-({(2R)-4-[3-(2-chlorophenoxy)-6-nitro-2-(trifluoromethyl)phenyl]-1-methylpiperazin-2-yl}methyl)-1H-isoindole-1,3-dione ClC1=C(OC=2C(=C(C(=CC2)[N+](=O)[O-])N2C[C@@H](N(CC2)C)CN2C(C3=CC=CC=C3C2=O)=O)C(F)(F)F)C=CC=C1